1-phenyl-1-methyldichlorosilylbutane C1(=CC=CC=C1)C(CCC)[Si](Cl)(Cl)C